Pentadec-7-ene CCCCCCC=CCCCCCCC